FC1=C(C(=CC(=C1)C1=NO[C@H](C1)CN1N=NC(=C1)C)F)C1(CCS(CC1)(=O)=O)F 4-(2,6-Difluoro-4-{(5R)-5-[(4-methyl-1H-1,2,3-triazol-1-yl)methyl]-4,5-dihydro-1,2-oxazol-3-yl}phenyl)-4-fluoro-1λ6-thiane-1,1-dione